(-)-4-(4-{[2,4-Bis(trifluoromethyl)phenoxy]methyl}-3-methoxyphenyl)-2H,4H,5H,6H,7H-pyrazolo[3,4-b]pyridin-6-one FC(C1=C(OCC2=C(C=C(C=C2)C2C=3C(NC(C2)=O)=NNC3)OC)C=CC(=C1)C(F)(F)F)(F)F